BrC1=C(C=C2CN(CC2=C1)C(=O)OC(C)(C)C)C(=O)O 6-bromo-2-[(tert-butoxy)carbonyl]-2,3-dihydro-1H-isoindole-5-carboxylic acid